potassium 4-amino-3-chloro-5-fluoro-6-(7-fluoro-1H-indole-6-yl)pyridine-2-carboxylate NC1=C(C(=NC(=C1F)C1=CC=C2C=CNC2=C1F)C(=O)[O-])Cl.[K+]